C1(CC1)C=1C=NN(C1)CC(=O)O 2-(4-cyclopropyl-1H-pyrazol-1-yl)acetic acid